C1(CC1)C1=NN(C=C1)C(C(=O)O)C(C)C 2-(3-cyclopropyl-1H-pyrazol-1-yl)-3-methylbutanoic acid